N[C@@]1(CN[C@H](C=CC1)C)C(=O)OC methyl (3S,7S)-3-amino-7-methyl-1,2,4,7-tetrahydroazepine-3-carboxylate